FC1=C(C=CC(=C1)F)[C@H]1N(CC[C@H](C1)NC)C(=O)N1CC2(CCCC2)[C@@H](CC1)CN1C(N=CC=C1)=O 1-(((R)-7-((2S,4R)-2-(2,4-Difluorophenyl)-4-(methylamino)piperidine-1-carbonyl)-7-azaspiro[4.5]decan-10-yl)methyl)pyrimidin-2(1H)-one